C1(=CC=CC=C1)N(C)CC[C@@H](OC1=CC=CC=2OCOC21)C2=CC=CC=C2 phenyl-(R)-N-methyl-3-phenyl-3-[(benzo[d][1,3]-dioxolan-4-yl)oxy]propylamine